tert-butyl 4-(1-(piperidin-4-yl)ethyl)piperazine-1-carboxylate N1CCC(CC1)C(C)N1CCN(CC1)C(=O)OC(C)(C)C